ClC1=C(CN2C(OC(=N2)C)=O)C(=CC=C1C(=O)C=1C=NN(C1O)C)S(=O)(=O)CC 3-{2-chloro-3-[(1-methyl-5-hydroxy-1H-pyrazol-4-yl)carbonyl]-6-ethylsulfonylbenzyl}-5-methyl-1,3,4-oxadiazol-2(3H)-one